NC=1C=C(C=CC1)S(=O)(=O)NC=1C=C(C=CC1)[C@@H](CC(=O)O)NC(=O)OC(C)(C)C (3R)-3-(3-{[(3-aminophenyl)sulfonyl]amino}phenyl)-3-[(tert-butoxycarbonyl)amino]propanoic acid